(R)-N-methyl-1-(4-(3-methylmorpholino)-7-(methylsulfonylimino)thieno[3,2-d]pyrimidin-2-yl)-1H-benzo[d]imidazol-2-amine CNC1=NC2=C(N1C=1N=C(C3=C(N1)C(CS3)=NS(=O)(=O)C)N3[C@@H](COCC3)C)C=CC=C2